NC1=CC(=C(C=C1)C=1C=CC(N(C1C)C)=O)C(F)(F)F 5-(4-amino-2-(trifluoromethyl)phenyl)-1,6-dimethylpyridin-2(1H)-one